2-(2-methylpentan-2-yl)-4H-benzol CC(C)(CCC)C1=CC=CCC1